2-bromo-N-(2,2-difluoro-[1,3]dioxolo[4',5':4,5]benzo[1,2-d]thiazol-6-yl)propanamide BrC(C(=O)NC=1SC2=C(N1)C=C1C(=C2)OC(O1)(F)F)C